C1OCC12CN(CC2)C=2C=C1C3=NNC4=CC=C(OCCCNC(OCC(C2)=C1)=O)C=C34 4-{2-oxa-6-azaspiro[3.4]octan-6-yl}-8,14-dioxa-10,19,20-triazatetracyclo[13.5.2.12,6.018,21]tricosa-1(20),2,4,6(23),15,17,21-heptaen-9-one